(3S)-3-methyl-1-[3-(4-methyl-1H-1,3-benzodiazol-2-yl)-5-[2-(propane-2-yl)pyrrolidine-1-carbonyl]pyridin-4-yl]pyrrolidin-3-amine C[C@]1(CN(CC1)C1=C(C=NC=C1C(=O)N1C(CCC1)C(C)C)C1=NC2=C(N1)C=CC=C2C)N